1-(2-trimethylsilylethoxymethyl)pyridine C[Si](CCOCN1CC=CC=C1)(C)C